FC(OC=1C=CC(=NC1)CN)F [5-(difluoromethoxy)pyridin-2-yl]Methylamine